Lithium (2-methylcyclohexyl)amide CC1C(CCCC1)[NH-].[Li+]